5,6-dichloro-4-iodopyridin-2-amine ClC=1C(=CC(=NC1Cl)N)I